C(CCCCCNC(CC(CCO)(O)C)=O)NC(CC(CCO)(C)O)=O N,N'-(hexane-1,6-diyl)bis(3,5-dihydroxy-3-methylpentanamide)